monomethyl phthalate (Monomethyl phthalate) CC1=C(C(C(=O)O)=CC=C1)C(=O)O.C(C=1C(C(=O)O)=CC=CC1)(=O)OC